1,3-diethyl-benzo[d]imidazolium hydrogen carbonate C(O)([O-])=O.C(C)[N+]1=CN(C2=C1C=CC=C2)CC